(S or R)-1-ethyl-5-(6-(2-hydroxy-6-methyl-4-(trifluoromethyl)phenyl)-2H-pyrazolo[3,4-b]pyrazin-2-yl)piperidin-2-one C(C)N1C(CC[C@@H](C1)N1N=C2N=C(C=NC2=C1)C1=C(C=C(C=C1C)C(F)(F)F)O)=O |o1:6|